6-(azidomethyl)-3-chloro-8-fluoroquinoline N(=[N+]=[N-])CC=1C=C2C=C(C=NC2=C(C1)F)Cl